OC1=C(C(=CC(=C1S(=O)(=O)CC(=O)N)CCCCC)O)C1CCCC(=C1)C (2,6-dihydroxy-5'-methyl-4-pentyl-1',2',3',4'-tetrahydro-[1,1'-biphenyl]-3-ylsulfonyl)acetamide